(S)-1-(4-((6-(1-methyl-1H-pyrazol-4-yl)pyrazolo[1,5-a]pyrazin-4-yl)thio)azepan-1-yl)prop-2-en-1-one CN1N=CC(=C1)C=1N=C(C=2N(C1)N=CC2)S[C@@H]2CCN(CCC2)C(C=C)=O